COC(=O)C1=NNCC1 methyl-1,4-dihydropyrazol-3-carboxylate